N-((S)-3-amino-5-methyl-2-oxohexyl)-2-fluoro-N-(((S)-2-oxopyrrolidin-3-yl)methyl)acetamide N[C@H](C(CN(C(CF)=O)C[C@H]1C(NCC1)=O)=O)CC(C)C